The molecule is the 4-nitroanilide of N-benzoyl-D-arginine. It is a C-nitro compound, a secondary carboxamide and a member of N-benzoyl-D-arginines. It is a conjugate base of a N-benzoyl-D-argininium-4-nitroanilide(1+). C1=CC=C(C=C1)C(=O)N[C@H](CCCN=C(N)N)C(=O)NC2=CC=C(C=C2)[N+](=O)[O-]